Bis(4-methylphenyl)phosphine CC1=CC=C(C=C1)PC1=CC=C(C=C1)C